ClC1=C(C=C(C=C1)N1[C@H](CN(CC1)C(CCC(CCC(=O)OC(C)(C)C)=O)=O)C)CC tert-butyl 7-[(3S)-4-(4-chloro-3-ethyl-phenyl)-3-methyl-piperazin-1-yl]-4,7-dioxo-heptanoate